ClC1=C(C=NC2=C(C=CC=C12)C1=C(C(=CC(=C1)F)F)F)C(=O)N[C@H]1CCOC2=C1C=CC=C2 4-chloro-N-[(4S)-3,4-dihydro-2H-benzopyran-4-yl]-8-(2,3,5-trifluorophenyl)quinoline-3-carboxamide